5-(benzyloxy)-8-methyl-2-(3-methyl-1-benzofuran-2-yl)quinoline-4-carboxylic acid methyl ester COC(=O)C1=CC(=NC2=C(C=CC(=C12)OCC1=CC=CC=C1)C)C=1OC2=C(C1C)C=CC=C2